2,3-diallyl-5-bromo-3-methylisoindolin-1-one C(C=C)N1C(C2=CC=C(C=C2C1(C)CC=C)Br)=O